N-[2-chloro-3-(5-formyl-4-methoxy-pyrimidin-2-yl)phenyl]-1,5-dimethyl-6,7-dihydro-4H-imidazo[4,5-c]pyridine-2-carboxamide ClC1=C(C=CC=C1C1=NC=C(C(=N1)OC)C=O)NC(=O)C=1N(C2=C(CN(CC2)C)N1)C